C1(=CC=CC=C1)C1=C(C=2NC3=CC=CC=C3C2C=C1)C=1C(=C(C=CC1)C1=CC=CC=C1)C1=C(C=CC=2C3=CC=CC=C3NC12)C1=CC=CC=2C3=CC=CC=C3C3=CC=CC=C3C12 (phenylcarbazolyl)[(triphenylenyl)carbazolyl]biphenyl